7-chloro-1-methyl-4-((1R,3s,5S)-8-(4-(trifluoromethoxy)benzoyl)-8-azabicyclo[3.2.1]octan-3-yl)-1,4-dihydropyrido[2,3-b]pyrazine-2,3-dione ClC1=CC2=C(N(C(C(N2C)=O)=O)C2C[C@H]3CC[C@@H](C2)N3C(C3=CC=C(C=C3)OC(F)(F)F)=O)N=C1